N1C=CC=2C1=NC=C(C2)OC2=C(C(=O)OC)C=CC(=C2)N2CCC1(CC(C1)N1[C@@H](CCC1)C1=C(C=CC=C1)C1CC1)CC2 methyl (S)-2-((1H-pyrrolo[2,3-b]pyridin-5-yl)oxy)-4-(2-(2-(2-cyclopropylphenyl)pyrrolidin-1-yl)-7-azaspiro[3.5]nonan-7-yl)benzoate